O([C@H]1[C@H](O)[C@@H](O)[C@H](O)[C@H](O1)CO)CCCCCCCC octyl β-glucopyranoside